CN1C(C(N(C2=CC=CC=C12)C1CCN(CC1)C1=NC=C(C=N1)CC#N)=O)=O 2-(2-(4-(4-methyl-2,3-dioxo-3,4-dihydroquinoxalin-1(2H)-yl)piperidin-1-yl)pyrimidine-5-yl)acetonitrile